ClC1=CC=C(C=C1)C(=O)N1[C@@H](C=2N(CC1)C(=NN2)C=2SC1=C(C=NC=C1)N2)C (R)-(4-Chlorophenyl)(8-methyl-3-(thiazolo[4,5-c]pyridin-2-yl)-5,6-dihydro-[1,2,4]triazolo[4,3-a]pyrazin-7(8H)-yl)methanone